C1(CCC1)CN[C@H]1CN(CCC1)C=1C=NC(=CC1)C1(COC1)N1N=NC(=C1)C=1C=NC=C(C1)OC (R)-N-(cyclobutylmethyl)-1-(6-(3-(4-(5-methoxypyridin-3-yl)-1H-1,2,3-triazol-1-yl)oxetan-3-yl)pyridin-3-yl)piperidin-3-amine